C(=O)=C1NN=NN1CCN1C(C2=CC=CC=C2C1=O)=O 2-(2-(5-carbonyl-4,5-dihydro-1H-tetrazol-1-yl)ethyl)isoindoline-1,3-dione